N-ethyl-5-fluoro-N-isopropyl-2-((4-(piperidin-4-ylamino)pyrimidine-5-yl)oxy)benzamide C(C)N(C(C1=C(C=CC(=C1)F)OC=1C(=NC=NC1)NC1CCNCC1)=O)C(C)C